C(C)C1=CC=C(C(=O)C2=C(C(=O)O)C=CC=C2)C=C1 (4-ethylbenzoyl)benzoic acid